BrC=1C=C2C(=NC(=NC2=CC1OC)C)N[C@H](C)C=1C(=C(C#N)C=CC1)C (R)-3-(1-((6-bromo-7-methoxy-2-methylquinazolin-4-yl)amino)ethyl)-2-methyl-Benzonitrile